C1(=CC(=CC=C1)C(C)(C)N=C=O)C(C)(C)N=C=O m-phenylenebis(dimethylmethylene)diisocyanate